4-(4-(3-fluoro-4-(morpholinomethyl)phenyl)quinazolin-6-yl)pyridin-2-amine FC=1C=C(C=CC1CN1CCOCC1)C1=NC=NC2=CC=C(C=C12)C1=CC(=NC=C1)N